COC(=O)C=1C(=CC2=CN(N=C2C1)CCO[Si](C)(C)C(C)(C)C)NC(=O)C1=NC(=CC=C1)C(F)(F)F Methyl-2-(2-{[tert-butyl(dimethyl)silyl]oxy}ethyl)-5-({[6-(trifluoromethyl)pyridin-2-yl]carbonyl}amino)-2H-indazole-6-carboxylate